C(C)(C)(C)OC(NC1=NC=C(C=C1)C(O)C1=CC(=CC=C1)F)=O N-[5-[(3-fluorophenyl)-hydroxy-methyl]-2-pyridyl]carbamic acid tert-butyl ester